S(=O)(=O)(C(F)(F)F)OC(C)(C=C)C 2-methyl-3-butene-2-ol triflate